CC1=CCC(CC1)/C(=C/CC=C(C)C)/C (E)-alpha-bisabolene